ClC1=CC(=C(OCCCC(=O)O)C=C1)C 4-(4-chloro-2-methylphenoxy)butanoic acid